ClC1=C(C(=O)NN)C=C(C(=C1)O)O 2-chloro-4,5-dihydroxybenzoylhydrazine